COC(C1=CC=C(C(=C1)O)OC)=O 5-hydroxy-4-methoxybenzoic acid methyl ester